C1(CCCC1)C=1CCCC2=C(C1C1=CC=C(C=C1)N1CCC(CC1)C(OC)OC)C=CC(=C2)OC (4-(8-cyclopentyl-3-methoxy-6,7-dihydro-5H-benzo[7]annulen-9-yl)phenyl)-4-(dimethoxymethyl)piperidine